CC1=NC=CC=2C3=CC(=CC=C3N(C12)C)NC(=S)NC1=CC=C(C=C1)Cl 1-(1,9-dimethyl-beta-carbolin-6-yl)-3-(4-chlorophenyl)thiourea